Cl.NC(CNC(OC(C)(C)C)=O)=N tert-butyl (2-amino-2-iminoethyl)carbamate hydrogen chloride